(6-bromopyridin-2-yl)carbamoyl-4-fluoropyrrolidine-1-carboxylate BrC1=CC=CC(=N1)NC(=O)OC(=O)N1CCC(C1)F